myristyl alcohol erucate C(CCCCCCCCCCC\C=C/CCCCCCCC)(=O)OCCCCCCCCCCCCCC